2-(3-fluoro-5-((1s,3s)-3-(methylamino)cyclobutoxy)phenoxy)acetaldehyde FC=1C=C(OCC=O)C=C(C1)OC1CC(C1)NC